1-Spiro[3.3]hept-2-yl-3-[2-(2,2,2-trifluoro-ethylamino)-pyridin-4-ylmethyl]-urea C1C(CC12CCC2)NC(=O)NCC2=CC(=NC=C2)NCC(F)(F)F